ClC1=C2C(C=C(C(C2=CC=C1)=O)O)=O 5-chloro-2-hydroxynaphthalene-1,4-dione